ClC1=CC=C(COC2=C(C=CC(=N2)C2=CC(N(C=C2F)CC2=NC3=C(N2[C@@H]2COCC2(C)C)C=C(C=C3)C(=O)O)=O)F)C=C1 (S)-2-((6-((4-chlorobenzyl)oxy)-5,5'-difluoro-2'-oxo-[2,4'-bipyridin]-1'(2'H)-yl)methyl)-1-(4,4-dimethyltetrahydrofuran-3-yl)-1H-benzo[d]imidazole-6-carboxylic acid